CC(C(C(F)(F)F)(F)F)C(CO)O 1-methyl-2,2,3,3,3-pentafluoropropyl-ethylene glycol